6-bromo-N-[(E)-dimethylaminomethylenamino]pyridine-2-carboxamide BrC1=CC=CC(=N1)C(=O)N/N=C/N(C)C